5-azoniaspiro[4.4]nonane bromide [Br-].C1CCC[N+]12CCCC2